2-[3-[(2-Fluoro-3-nitrophenyl)methyl]-2-oxo-7-pyrimidine-2-yloxychromen-4-yl]-N-(2-hydroxyethoxy)acetamide tert-butyl-(4-(methylamino)benzyl)carbamate C(C)(C)(C)N(C(O)=O)CC1=CC=C(C=C1)NC.FC1=C(C=CC=C1[N+](=O)[O-])CC=1C(OC2=CC(=CC=C2C1CC(=O)NOCCO)OC1=NC=CC=N1)=O